N1=NN(CC=C1)P([O-])([O-])=O triazine-3(4H)-ylphosphonate